ClC1=C(C(=O)NCC(=O)N[C@H](CC(C)C)B2OC(C(O2)(CC(=O)O)CC(=O)O)=O)C=C(C=C1)Cl 2,2'-[2-[(1S)-1-([[(2,5-dichlorobenzoyl)amino]acetyl]amino)-3-methylbutyl]-5-oxo-1,3,2-dioxaborolan-4,4-diyl]-diacetic acid